NC1=CC=CC(=N1)S(=O)(=O)NC(=O)C=1C(=NC(=CC1)C=1C=NC(=CC1)OCC1(CC1)C)N1[C@H](CC[C@H]1C)C N-[(6-Amino-2-pyridyl)sulfonyl]-2-[(2S,5R)-2,5-dimethylpyrrolidin-1-yl]-6-[6-[(1-methylcyclopropyl)methoxy]-3-pyridyl]pyridin-3-carboxamid